5-chloro-2-fluoro-N-(5-fluoro-1,3-thiazol-2-yl)-4-[(4-{[2-(tricyclo[3.3.1.1~3,7~]dec-2-yl-amino)-ethyl]amino}butyl)-amino]-benzene-sulfonamide ClC=1C(=CC(=C(C1)S(=O)(=O)NC=1SC(=CN1)F)F)NCCCCNCCNC1C2CC3CC(CC1C3)C2